C1(=CC=CC(=C1)[PH2]=O)C 5-tolylphosphine oxide